C(C1=CC=CC=C1)OC[C@H](NC([C@@H](CCC)NC(=O)C1=NC=CN=C1)=O)B(O)O ((R)-2-(benzyloxy)-1-((R)-2-(pyrazine-2-carboxamido)pentanamido)ethyl)boronic acid